calcium monodecanoate C(CCCCCCCCC)(=O)[O-].[Ca+]